3-Methyltricosane CC(CC)CCCCCCCCCCCCCCCCCCCC